(trimethylsiloxymethyl)triphenylphosphine chloride salt [Cl-].C[Si](OCC1=C(C=CC=C1)P(C1=CC=CC=C1)C1=CC=CC=C1)(C)C